4-(4-fluoro-2-methyl-phenyl)-6-(2-fluoro-phenylamino)-2-methylsulfonyl-pyrimidine-5-carbaldehyde FC1=CC(=C(C=C1)C1=NC(=NC(=C1C=O)NC1=C(C=CC=C1)F)S(=O)(=O)C)C